5-(3-methoxyphenyl)-1H-tetrazole COC=1C=C(C=CC1)C1=NN=NN1